CC1(COCC1)CN1N=CC(=C1)C1=NC2=CC=CC=C2N=C1 2-[1-[(3-methyltetrahydrofuran-3-yl)methyl]Pyrazol-4-yl]Quinoxaline